C(=O)C=O cis-glyoxal